5-bromo-2,4-dichloropyrrolo[2,1-f][1,2,4]triazine BrC=1C=CN2N=C(N=C(C21)Cl)Cl